O1C=CC2=C1C=CC(=C2)/C=C/C(=O)C2=C(C=C(C=C2CC2OC(C(C(C2O)O)O)CO)C)OC (E)-3-(1-Benzofuran-5-yl)-1-[2-methoxy-4-methyl-6-[[3,4,5-trihydroxy-6-(hydroxymethyl)oxan-2-yl]methyl]phenyl]prop-2-en-1-one